piperazin-1-yl(2-(4-(pyridin-2-yl)thiazol-2-ylamino)pyridin-4-yl)methanone N1(CCNCC1)C(=O)C1=CC(=NC=C1)NC=1SC=C(N1)C1=NC=CC=C1